C(C=1C(C(=O)[O-])=CC(C(=O)OCCCCCCCCC)=CC1)(=O)OCCCCCCC heptyl nonyl trimellitate